(S)-4-benzyl-3-((R)-3-((tert-butyldimethylsilyl)oxy)-3-(pyridin-2-yl)butanoyl)oxazolidin-2-one C(C1=CC=CC=C1)[C@@H]1N(C(OC1)=O)C(C[C@](C)(C1=NC=CC=C1)O[Si](C)(C)C(C)(C)C)=O